C[C@@H]1CN(C[C@@H](O1)CN1CC(C1)C1=CC(=CC=C1)N1CCNCC1)C1=C2C=CC=NC2=C(C=C1)C#N 5-[(2R,6S)-2-methyl-6-[[3-(3-piperazin-1-ylphenyl)azetidin-1-yl]methyl]morpholin-4-yl]quinoline-8-carbonitrile